5-(2,6-dimethoxypyrimidin-4-yl)-4-methyloxazole COC1=NC(=CC(=N1)C1=C(N=CO1)C)OC